15-{[(benzyloxy)carbonyl]amino}-3,8-dioxo-2,5,9-triazatricyclo[14.3.1.02,7]eicosa-1(20),12,16,18-tetraene-5-carboxylic acid tert-butyl ester C(C)(C)(C)OC(=O)N1CC(N2C=3C=CC=C(C(CC=CCCNC(C2C1)=O)NC(=O)OCC1=CC=CC=C1)C3)=O